O1C2=C(N=CC1C(=O)N)C=CC=C2 benzo[b][1,4]oxazine-2-carboxamide